C(C)OC(CC1=C(C=C(C=C1)C)O[C@@H]1CCC2=CC=C(C=C12)Br)=O (R)-2-(2-((6-bromo-2,3-dihydro-1H-inden-1-yl)oxy)-4-methylphenyl)acetic acid ethyl ester